(2R,3R,4R,5S)-1-(3,4-dichlorophenethyl)-2-methylpiperidine-3,4,5-triol ClC=1C=C(CCN2[C@@H]([C@H]([C@@H]([C@H](C2)O)O)O)C)C=CC1Cl